methyl 1-({5-chloro-7-oxo-7,8-dihydro-6H-spiro[[1,3]oxazolo[5,4-f]quinazoline-9,1'-cyclohexan]-2-yl} methyl)piperidine-4-carboxylate ClC=1C=C2C(=C3C1NC(NC31CCCCC1)=O)OC(=N2)CN2CCC(CC2)C(=O)OC